FC1=CC=C(C=2C=NN(C12)C1OCCCC1)C(=O)C1=NC=C(C=C1NC(OC(C)(C)C)=O)C tert-Butyl N-[2-(7-fluoro-1-tetrahydropyran-2-yl-indazole-4-carbonyl)-5-methyl-3-pyridyl]carbamate